C(C)(C)C1=C(NC2=CC=C(C=C12)C1CCN(CC1)C(=O)C1OCCC1)C=1C=C(C=2N(C1)N=CN2)OC (4-(3-isopropyl-2-(8-methoxy-[1,2,4]triazolo[1,5-a]pyridin-6-yl)-1H-indol-5-yl)piperidin-1-yl)(tetrahydrofuran-2-yl)methanone